N-(7-chloro-6-(prop-1-en-2-yl)isoquinolin-3-yl)-2-(1-methyl-1H-pyrazol-4-yl)cyclopropane-1-carboxamide ClC1=C(C=C2C=C(N=CC2=C1)NC(=O)C1C(C1)C=1C=NN(C1)C)C(=C)C